NC1(CCN(CC1)C=1N=C(C2=C(N1)NC=C2C2=CC1=C(N=C(S1)C)C=C2)C(=O)N)C2=C(C=C(C=C2)F)F 2-(4-amino-4-(2,4-difluorophenyl)piperidin-1-yl)-5-(2-methylbenzo[d]thiazol-6-yl)-7H-pyrrolo[2,3-d]pyrimidine-4-carboxamide